3-((5-fluoro-6-(piperazin-1-yl)pyridin-3-yl)amino)piperidine-2,6-dione FC=1C=C(C=NC1N1CCNCC1)NC1C(NC(CC1)=O)=O